[Cl-].ClC(=[N+]1CCCC1)N1CCCC1 1-(Chloro(pyrrolidin-1-yl)methylene)pyrrolidin-1-ium chlorid